ClC=1C=C(C=CC1F)S(=O)(=O)NC1=CC=C(C(=O)NC2=CC(=CC(=C2)C)C)C=C1 4-((3-chloro-4-fluorophenyl)sulfonamido)-N-(3,5-dimethylphenyl)benzamide